C1(CCCC1)NC=1SC(=C(N1)C)C1=NC(=NC=C1F)NC1=CC=C(C=N1)N1CCN(CC1)CCO 2-(4-(6-((4-(2-(cyclopentylamino)-4-methylthiazol-5-yl)-5-fluoropyrimidin-2-yl)amino)pyridin-3-yl)piperazin-1-yl)ethan-1-ol